4-(5-(5-(2-methoxyprop-2-yl)-1-methyl-1H-pyrrolo[2,3-b]pyridin-3-yl)phenyl)pyrrolidin-2-one COC(C)(C)C=1C=C2C(=NC1)N(C=C2C=2C=CC=C(C2)C2CC(NC2)=O)C